ethyl (3S,3aS,6aR)-3,3a,4,5,6,6a-hexahydro-1H-cyclopenta[c]pyrrole-2,3-dicarboxylate C1N([C@@H]([C@@H]2[C@H]1CCC2)C(=O)[O-])C(=O)OCC